(1R,5S)-6,6-dimethyl-3-azabicyclo[3.1.0]hexane-2-carboxylic acid methyl ester COC(=O)C1[C@H]2C([C@H]2CN1)(C)C